m-Aminophenol sulfate S(=O)(=O)(O)OC1=CC(=CC=C1)N